2,2-dimethyl-4-(pyridine-2-yl)but-3-enenitrile CC(C#N)(C=CC1=NC=CC=C1)C